O1C(=C(C=C1)C(=O)[O-])C(=O)[O-] Furandicarboxylat